(E)-5-[4-(3-chloro-10,11-dihydro-5H-dibenzo[b,f]azepin-5-yl)butyl-methyl-amino]pent-3-en-2-one ClC=1C=CC2=C(N(C3=C(CC2)C=CC=C3)CCCCN(C/C=C/C(C)=O)C)C1